1-((R)-3-((5-(tetrahydrofuran-3-carbonyl)-7H-pyrrolo[2,3-d]pyrimidin-4-yl)amino)piperidin-1-yl)prop-2-en-1-one O1CC(CC1)C(=O)C1=CNC=2N=CN=C(C21)N[C@H]2CN(CCC2)C(C=C)=O